C(=O)[O-].C1(CCC1)C(OC(C(=O)OC1CC2CCC(C1)[N+]21CCCC1)(C1=CC=CC=C1)C1=CC=CC=C1)OC(=O)OCC(C)C 3-(2-(Cyclobutyl((isobutoxycarbonyl)oxy)methoxy)-2,2-diphenylacetoxy)spiro[bicyclo[3.2.1]octane-8,1'-pyrrolidin]-1'-ium formate